C1OC=2C=C(C=CC2O1)C=1C(N(C(N(C1)C)=O)C)=O 5-(3,4-methylenedioxyphenyl)-1,3-dimethyluracil